C(CCCCCCC)(=O)[O-].[Co+2].C(CCCCCCC)(=O)[O-] cobalt(II) octanoate